(S)- or (R)-2-(4-chloro-2-cyclopropyl-3-fluoro-6-isopropylphenyl)-N-(3-fluoro-5-(2-hydroxypropan-2-yl)thiophen-2-ylsulfonimidoyl)acetamide ClC1=C(C(=C(C(=C1)C(C)C)CC(=O)N[S@@](=O)(=N)C=1SC(=CC1F)C(C)(C)O)C1CC1)F |o1:14|